(S)-6-methyl-3-((3-(3-(2-(methylamino)propanamido)propoxy)phenyl)amino)-5-((tetrahydro-2H-pyran-4-yl)amino)pyrazine-2-carboxamide CC1=C(N=C(C(=N1)C(=O)N)NC1=CC(=CC=C1)OCCCNC([C@H](C)NC)=O)NC1CCOCC1